FC(OC1=CC=C(C=C1)C1=CN=C2N1C=CN=C2NC2=CC(=C(C(=O)N1CCN(CC1)C(=O)C1=CC=C(C(=O)O)C=C1)C=C2)C)F 4-[4-[4-[[3-[4-(difluoromethoxy)phenyl]imidazo[1,2-a]pyrazin-8-yl]amino]-2-methylbenzoyl]piperazine-1-carbonyl]benzoic acid